C(#N)N(C(=O)C=1C(=C2C3C(C(OC2=CC1CCCCC)(C)C)CCC(=C3)C)O)C N-cyano-1-hydroxy-N,6,6,9-tetramethyl-3-pentyl-6a,7,8,10a-tetrahydro-6H-benzo[c]chromene-2-carboxamide